CC1=C([C@]2(CCCC([C@@H]2CC1)(C)C)C)CC/C(=C/CC3=C(C=CC(=C3)C(=O)O)O)/C The molecule is a meroterpenoid that is 4,4,7,8a-tetramethyl-1,2,3,4,4a,5,6,8a-octahydronaphthalene substituted by a (3E)-5-(5-carboxy-2-hydroxyphenyl)-3-methylpent-3-en-1-yl moiety at position 8. It is isolated from the marine sponge Acanthodendrilla and exhibits inhibitory activity against the enzyme mitogen-activated protein kinase-activated protein kinase 2 (EC 2.7.11.1). It has a role as a metabolite, a protein kinase inhibitor and an anti-inflammatory agent. It is a meroterpenoid, a carbobicyclic compound, a monohydroxybenzoic acid and a member of octahydronaphthalenes.